1-[(2,4-dimethoxyphenyl)methyl]-4-(hydroxymethyl)pyrrolidin-2-one COC1=C(C=CC(=C1)OC)CN1C(CC(C1)CO)=O